ClC1=CC(=C(N)C(=C1)N1C=CC2=CC=CC=C12)F 4-chloro-2-fluoro-6-(1H-indol-1-yl)aniline